zinc-zinc silicate [Si]([O-])([O-])([O-])[O-].[Zn+2].[Zn+2]